potassium [(5-chloro-2-methoxyphenyl)sulfonyl]{(8S,9aR)-8-[(methylcarbamoyl)oxy]-5-oxo-8,9,9a,10-tetrahydro-5H,7H-pyrido[3,2-f]pyrrolo[2,1-c][1,4]oxazepin-3-yl}azanide ClC=1C=CC(=C(C1)S(=O)(=O)[N-]C1=CC=2C(N3[C@@H](COC2N=C1)C[C@@H](C3)OC(NC)=O)=O)OC.[K+]